3-(Azetidin-3-yl)-7-iodo-8-methoxy-[1,2,4]triazolo[4,3-a]pyridine N1CC(C1)C1=NN=C2N1C=CC(=C2OC)I